CC=1C(=NC=CC1C(F)(F)F)C methyl-4-(trifluoromethyl)methylpyridine